gold-copper sulfide [Cu]=S.[Au]